ethanone hydrochloride Cl.C(C)=O